NCC1=NNC(C2=CC=C(C=C12)C=1C=NN(C1N1C(C2=CC=CC=C2C1)=O)C)=O 4-(aminomethyl)-6-(1-methyl-5-(1-oxo-2,3-dihydro-1H-isoindol-2-yl)-1H-pyrazol-4-yl)phthalazin-1(2H)-one